C(C)NS(=O)(=O)C=1C=C(C(=O)OC)C=CC1C1=CN=C(S1)[C@@H]1CC[C@H](CC1)NC(=O)OC(C)C methyl trans-3-(ethylsulfamoyl)-4-[2-[4-(isopropoxycarbonyl-amino)cyclohexyl]thiazol-5-yl]benzoate